[N+](=O)([O-])C(N1N=NC(=N1)C([N+](=O)[O-])([N+](=O)[O-])[N+](=O)[O-])([N+](=O)[O-])[N+](=O)[O-] 3,5-bis(trinitromethyl)tetrazole